FC(C=1C=C(C=C(C1)C(F)(F)F)B(C1=CC(=CC(=C1)C(F)(F)F)C(F)(F)F)C1=CC(=CC(=C1)C(F)(F)F)C(F)(F)F)(F)F tris(3,5-ditrifluoromethylphenyl)borane